(5S,7S)-5-(2,6-difluorophenyl)-7-fluoro-2-(methylthio)-6,7-dihydro-5H-pyrrolo[1,2-b][1,2,4]triazole FC1=C(C(=CC=C1)F)[C@@H]1C[C@@H](C=2N1N=C(N2)SC)F